CC1=C(C=CC=N1)F fluoropicoline